2,2'-dimethyl-[1,1'-biphenyl]-4,4'-diamine sulfate S(=O)(=O)(O)O.CC1=C(C=CC(=C1)N)C1=C(C=C(C=C1)N)C